FC(C1=CC=C(O[C@@H]2CN(CCC2)C(=O)OC(C)(C)C)C=C1)(F)F Tert-butyl (S)-(3-(4-(trifluoromethyl) phenoxy) piperidin-1-yl)carboxylate